tert-butyl (5-(3-((4-(6-oxohexyl)-1-phenyl-1H-imidazol-2-yl)carbamoyl)phenyl)pyridin-2-yl)carbamate O=CCCCCCC=1N=C(N(C1)C1=CC=CC=C1)NC(=O)C=1C=C(C=CC1)C=1C=CC(=NC1)NC(OC(C)(C)C)=O